CC1(CC(C1)CN(C1=C2CN(C(C2=CC=C1)=O)C1C(NC(CC1)=O)=O)C1CCC(CC1)NCC1(CC1)C(F)(F)F)C 3-(4-(((3,3-dimethylcyclobutyl)methyl)((1r,4r)-4-(((1-(trifluoromethyl)cyclopropyl)methyl)amino)cyclohexyl)amino)-1-oxoisoindolin-2-yl)piperidine-2,6-dione